21-hydroxy-17-(1-oxopropoxy)-pregna-4-ene-3,20-dione OCC([C@]1(CC[C@H]2[C@@H]3CCC4=CC(CC[C@]4(C)[C@H]3CC[C@]12C)=O)OC(CC)=O)=O